N,N'-dimethylpropanediamine CCC(NC)NC